7-cyano-1-[(4-methoxyphenyl) methyl]-4-(pyrrolidin-1-yl)-1H-indazol-6-yl trifluoromethanesulfonate FC(S(=O)(=O)OC1=CC(=C2C=NN(C2=C1C#N)CC1=CC=C(C=C1)OC)N1CCCC1)(F)F